C1(CC1)NC(=O)C1=C(C=C(C=C1OC)B(O)O)OC(F)F 4-(cyclopropylcarbamoyl)-3-(difluoromethoxy)-5-methoxyphenylboronic acid